C(C1=CC=CC=C1)OC(=O)N[C@@H](CCCNC(=O)OCC1=CC=CC=C1)C(=O)O N,N'-dibenzyloxycarbonyl-L-ornithine